(E)-3-(3-(4-(trifluoromethyl)phenyl)-1-isopropyl-1H-indol-2-yl)acrylaldehyde FC(C1=CC=C(C=C1)C1=C(N(C2=CC=CC=C12)C(C)C)/C=C/C=O)(F)F